ClC=1C=2N(C3=C(C1C)CN(C3)C(=O)C=3C=NN(C3)C(F)(F)F)N=CN2 (4-chloro-5-methyl-6,8-dihydro-7H-pyrrolo[3,4-e][1,2,4]triazolo[1,5-a]pyridin-7-yl)(1-(trifluoromethyl)-1H-pyrazol-4-yl)methanone